1-(4-fluorophenyl)-N-(5-(7-(((3S,5S)-5-fluoropiperidin-3-yl)amino)-1-isopropyl-2-oxo-1,4-dihydropyrimido[4,5-d]pyrimidin-3(2H)-yl)pyridin-2-yl)methanesulfonamide hydrochloride Cl.FC1=CC=C(C=C1)CS(=O)(=O)NC1=NC=C(C=C1)N1C(N(C2=NC(=NC=C2C1)N[C@@H]1CNC[C@H](C1)F)C(C)C)=O